C(CCl)Cl 12-dichloroethane